FC1([C@H](C1)C=1C=C2C=C(NC2=CC1OCC1=NOC=C1)CNC(=O)C1(CC1)C)F (R)-N-((5-(2,2-difluorocyclopropyl)-6-(isoxazol-3-ylmethoxy)-1H-indol-2-yl)methyl)-1-methylcyclopropane-1-carboxamide